OC(CONC(=O)C1=CC2=C(OCCC(N2C)=O)C=C1)(C)C N-(2-hydroxy-2-methylpropyloxy)-5-methyl-4-oxo-2,3,4,5-tetrahydrobenzo[b][1,4]oxazepine-7-carboxamide